CC=1OC(=CC(C1)=C(C#N)C#N)C=CC1=CC=2CCCN3CCCC(C23)=C1 2-{2-methyl-6-[2-(2,3,6,7-tetrahydro-1H,5H-benzo[ij]quinolizin-9-yl)vinyl]-4H-pyran-4-ylidene}propanedinitrile